CON=CC1=CN(C2=CC=CC=C12)C1CCN(CC1)[C@@H]1CC[C@@H](CC1)C(C)C 1-(1-(cis-4-isopropylcyclohexyl)piperidin-4-yl)-1H-indole-3-carbaldehyde O-methyl oxime